FC1=C(C=CC=C1)[SH2](=O)C (2-fluorophenyl)(methyl)-λ6-sulfanone